N-tert-butyl-5-isopentyloxy-2-(4,4,5,5-tetramethyl-1,3,2-dioxaborolan-2-yl)benzenesulfonamide C(C)(C)(C)NS(=O)(=O)C1=C(C=CC(=C1)OCCC(C)C)B1OC(C(O1)(C)C)(C)C